5-(8-((1S,2S)-2-(7-fluoro-1-(2,2,2-trifluoroethyl)-1H-indazol-6-yl)cyclopropyl)-[1,2,4]triazolo[1,5-b]pyridazin-6-yl)pyrimidine-2,4(1H,3H)-dione FC=1C(=CC=C2C=NN(C12)CC(F)(F)F)[C@@H]1[C@H](C1)C=1C=2N(N=C(C1)C=1C(NC(NC1)=O)=O)N=CN2